FC(C(=O)O)(F)F.N[C@H]1CN(CC1)C1=C(C=C(C=C1)NC1=NC=2N(C(=C1)NC1CC1)N=CC2C#N)C[S@](=O)C 5-((4-((R)-3-Aminopyrrolidin-1-yl)-3-(((R,S)-methylsulfinyl)methyl)phenyl)amino)-7-(cyclopropylamino)pyrazolo[1,5-a]pyrimidine-3-carbonitrile monotrifluoroacetic acid salt